7-(2-(6-(trifluoromethyl)imidazo[1,2-a]pyrazin-3-yl)pyrimidin-4-yl)-2-oxa-7-azaspiro[4.5]decane FC(C=1N=CC=2N(C1)C(=CN2)C2=NC=CC(=N2)N2CC1(CCOC1)CCC2)(F)F